indazole-3-butyric acid methyl ester COC(CCCC1=NNC2=CC=CC=C12)=O